Tert-butyl (E)-3-(3-iodophenyl)-2-methylacrylate IC=1C=C(C=CC1)/C=C(/C(=O)OC(C)(C)C)\C